2',6'-difluoro-3-methyl-[2,4'-bipyridin]-6-amine FC1=NC(=CC(=C1)C1=NC(=CC=C1C)N)F